FC1=C(C=C(C=C1F)F)C1(N=C(C(=N1)C1=CC(=CC=C1)OC)C1=CC(=CC=C1)OC)C1(N=C(C(=N1)C1=CC(=CC=C1)OC)C1=CC(=CC=C1)OC)C1=C(C(=CC(=C1)F)F)F 2,2'-bis-(2,3,5-trifluorophenyl)-4,4',5,5'-tetrakis-(3-methoxyphenyl)-biimidazole